3-mercaptopropanesulfonic acid-(3-sulfopropyl) ester S(=O)(=O)(O)CCCOS(=O)(=O)CCCS